6-{[4-(pyrazol-1-yl)-5-(trifluoromethyl)pyrimidin-2-yl]amino}-2-azaspiro[3.3]heptane N1(N=CC=C1)C1=NC(=NC=C1C(F)(F)F)NC1CC2(CNC2)C1